BrC=1C=C(C=CC1)C1(COC1)C(C1=NN=CN1C(F)F)F 3-((3-(3-bromophenyl)oxetan-3-yl)fluoromethyl)-4-(difluoro-methyl)-4H-1,2,4-triazole